dimethyl octa-3,5-diyne-1,8-dioate C(CC#CC#CCC(=O)OC)(=O)OC